ClC1=NC=CC=C1C(=O)NC[C@H]1NC([C@@H](OCC1)C1=CC(=CC=C1)C1=CC=C(C=C1)Cl)=O 2-chloro-N-[[(2S,5S)-2-[3-(4-chlorophenyl)phenyl]-3-oxo-1,4-oxazepan-5-yl]methyl]pyridine-3-carboxamide